(S)-3,7-dimethyl-7-octen-1-ol C[C@H](CCO)CCCC(=C)C